CO[Si](CCCNN1C=NC=C1)(OC)OC 1-(3-trimethoxysilylpropylamino)-imidazole